CC1(CC(=CC(C1)(C)C)C1=CC=CC=C1)C 3,3,5,5-tetramethyl-biphenyl